N[C@H]1CN(CCC1)C(=O)C=1C=C2OCCN3C(=NC(C1)=C32)C=3N(C2=CC=CC=C2C3)CC3=C(C=NC=C3)F (R)-(3-aminopiperidin-1-yl)(2-(1-((3-fluoropyridin-4-yl)methyl)-1H-indol-2-yl)-3,4-dihydro-5-oxa-1,2a-diazaacenaphthylen-7-yl)methanone